5'-(2-chloro-5-fluoropyrimidin-4-yl)-7'-fluoro-2'-methylspiro[cyclopentane-1,3'-indole] ClC1=NC=C(C(=N1)C=1C=C2C3(C(=NC2=C(C1)F)C)CCCC3)F